3,6-dioxocyclohexane-1,4-diene-1-carboxylic acid methyl ester COC(=O)C1=CC(C=CC1=O)=O